CC(CC)CCCC(C)C([2H])([2H])[2H] 3-methyl-7-(methyl-d3)octane